C(CCCCCCCCCCCCCCC)OC(=O)OOC(=O)OCCCCCCCCCCCCCCCC.C1(=O)OOOOC(O1)=O peroxy dicarbonate dicetyl-peroxydicarbonate